OC1=C(C(=CC=C1)OCC(C)C)C(\C=C\C1=CC=C(C=C1)O)=O (E)-1-[2-Hydroxy-6-(2-methylpropoxy)phenyl]-3-(4-hydroxyphenyl)prop-2-en-1-one